CC/C=C\C/C=C\C/C=C\C/C=C\C/C=C\CCCCCC(=O)O docosapentaenoic acid